C(C)OC(C[C@@H](C1=NC(=CC=C1)C1=CC=CC=C1)N)=O (S)-3-amino-3-(6-phenylpyridin-2-yl)propionic acid ethyl ester